ClC=1C=C2CCC[C@]3(C2=CC1)CNC1=C(OC3)C=C(C(=C1)C(=O)OCC)Cl (S)-ethyl 6',8-dichloro-3',4,4',5-tetrahydro-2H,2'H-spiro[benzo[b][1,4]oxazepine-3,1'-naphthalene]-7-carboxylate